N1(C=NC=C1)CCN 2-Imidazol-1-yl-ethylamine